C(C1=CC=CC=C1)(=O)OP(=O)(O)O.[Na] sodium phosphono benzoate